C12(CC3C(C(CC(C1)C3)C2)N)N tricyclo[3.3.1.13,7]decane-1,4-diamine